4-[2-(4-chloro-3-fluorophenoxy)acetamido]-N-{[4-(dimethylamino)phenyl]methyl}-2-hydroxy-bicyclo[2.2.2]octane-1-carboxamide ClC1=C(C=C(OCC(=O)NC23CC(C(CC2)(CC3)C(=O)NCC3=CC=C(C=C3)N(C)C)O)C=C1)F